(1R,2R)-2-(methylamino)cyclohexan-1-ol CN[C@H]1[C@@H](CCCC1)O